ClC=1C=CC=C2C(C=C(OC12)C1=C(OCC(=O)N2[C@H](CCC2)C(=O)NS(=O)(=O)C)C=C(C=C1)C)=O (2R)-1-[2-[2-(8-chloro-4-oxo-chromen-2-yl)-5-methyl-phenoxy]acetyl]-N-methylsulfonyl-pyrrolidine-2-carboxamide